Di-styryl-biphenyl C(=CC1=CC=CC=C1)C1=CC=C(C=C1)C1=CC=C(C=C1)C=CC1=CC=CC=C1